{7-[(2-methylphenyl)thio]-3,4-dihydro-2H-1-benzopyran-4-yl}methylamine CC1=C(C=CC=C1)SC1=CC2=C(C(CCO2)CN)C=C1